2,2-bis[4-aminophenyl]hexafluoropropane NC1=CC=C(C=C1)C(C(F)(F)F)(C(F)(F)F)C1=CC=C(C=C1)N